cyclopropyl (S)-2-(2-fluoro-6-methyl-4-((R)-3-(trifluoromethyl)morpholino) benzamido)-3-(6-(1-methyl-2,4-dioxo-1,4-dihydropyrido[3,4-d]pyrimidin-3(2H)-yl)pyridin-3-yl)propanoate FC1=C(C(=O)N[C@H](C(=O)OC2CC2)CC=2C=NC(=CC2)N2C(N(C3=C(C2=O)C=CN=C3)C)=O)C(=CC(=C1)N1[C@H](COCC1)C(F)(F)F)C